OC1=C(C=C(C=C1)C(F)(F)F)B(OO)OO (2-hydroxy-5-(trifluoromethyl)phenyl)dihydroxyboronic acid